NC1=NC=NC=N1 amino-1,3,5-triazine